(2S)-N-[(4-Carbamimidoylthiophen-2-yl)methyl]-1-{2-[(4-phenoxyphenyl)formamido]acetyl}aziridine-2-carboxamide C(N)(=N)C=1C=C(SC1)CNC(=O)[C@H]1N(C1)C(CNC(=O)C1=CC=C(C=C1)OC1=CC=CC=C1)=O